C(C)C(CNCN1N=NC2=C1C=CC=C2)CCCC 1-[(2-ethylhexyl)aminomethyl]benzotriazole